FC1=CC(=C(C=C1)C=1C(=C(C(=NC1C)C)C(=O)N)O)C 5-(4-fluoro-2-methylphenyl)-4-hydroxy-2,6-dimethylpyridine-3-carboxamide